FC1=C(C=C(C=C1)F)C(Cl)(Cl)Cl 2,5-difluoro-1-(trichloromethyl)benzene